1-[6-[6-[(6-methylpyridazin-3-yl)amino]benzimidazol-1-yl]-2-[rac-(3aS,6aR)-2,3,3a,5,6,6a-hexahydro-1H-pyrrolo[3,2-b]pyrrol-4-yl]-3-pyridyl]ethanol CC1=CC=C(N=N1)NC=1C=CC2=C(N(C=N2)C2=CC=C(C(=N2)N2CC[C@H]3NCC[C@@H]32)C(C)O)C1 |r|